(4-methylpiperazine-1-yl)methylmethoxydimethylsilane CN1CCN(CC1)C[Si](C)(C)OC